C1(CCCCC1)C(C)(C1=NC=C(C=C1)C)C1=CC=CC(N1)=O 6-(1-Cyclohexyl-1-(5-methylpyridin-2-yl)ethyl)pyridin-2(1H)-one